BrC1=C(C(=C(C(=O)N2CC3=C(CC2)C=2C(=CC(=C(C2OC3=O)C)N3C[C@@H](N(CC3)C)COC)C)C=C1)C)OC1CCC1 (R)-3-(4-bromo-3-cyclobutoxy-2-methylbenzoyl)-8-(3-(methoxymethyl)-4-methylpiperazin-1-yl)-7,10-dimethyl-1,2,3,4-tetrahydro-5H-chromeno[3,4-c]pyridin-5-one